4-bromo-3-methoxypyridin-2-amine BrC1=C(C(=NC=C1)N)OC